6-Chloro-3-[(1R)-1-[3,6-dimethyl-2-(2-methylpyrazolo[3,4-c]pyridin-5-yl)-4-oxo-chromen-8-yl]ethoxy]pyridine-2-carboxamide ClC1=CC=C(C(=N1)C(=O)N)O[C@H](C)C=1C=C(C=C2C(C(=C(OC12)C1=CC=2C(C=N1)=NN(C2)C)C)=O)C